3-methyloxyphthalic hydrazide COC1=C(C(C(=O)NN)=CC=C1)C(=O)O